N1(N=CC=C1)CCC(=O)N1CC(=CCC1)C1=CC(=C2C=C(NC2=C1F)C(=O)OC)B1OC(C(O1)(C)C)(C)C Methyl 6-(1-(3-(1H-pyrazol-1-yl)propanoyl)-1,2,5,6-tetrahydropyridin-3-yl)-7-fluoro-4-(4,4,5,5-tetramethyl-1,3,2-dioxaborolan-2-yl)-1H-indole-2-carboxylate